[Ir+3].C(C(C)(C)C)(=O)C([O-])C(C(C)(C)C)=O.C(C(C)(C)C)(=O)C([O-])C(C(C)(C)C)=O.C(C(C)(C)C)(=O)C([O-])C(C(C)(C)C)=O (dipivaloyl-methanolate) iridium (III)